ClC1=C(C=CC=C1)CN1CCC(CC1)N1CCN(CCC1)C1=CC=CC(=N1)C(=O)NCCOC 6-(4-{1-[(2-Chlorophenyl)methyl]piperidin-4-yl}-1,4-diazepan-1-yl)-N-(2-methoxyethyl)pyridine-2-carboxamide